6-chloro-7,8-difluoro-1-(1-methylcyclopropyl)-4-oxo-1,4-dihydroquinoline-3-carboxylic acid ethyl ester C(C)OC(=O)C1=CN(C2=C(C(=C(C=C2C1=O)Cl)F)F)C1(CC1)C